trifluoromethanesulfonic acid [3-[tert-butyl (diphenyl) silyl] oxy-2-fluoro-2-methyl-propyl] ester [Si](C1=CC=CC=C1)(C1=CC=CC=C1)(C(C)(C)C)OCC(COS(=O)(=O)C(F)(F)F)(C)F